2-(2-(4-chlorobenzoylamino)-4-hydroxypyrimidine-5-carboxamido)acetic acid ClC1=CC=C(C(=O)NC2=NC=C(C(=N2)O)C(=O)NCC(=O)O)C=C1